(7-ethoxy-4-(1-ethyl-3-phenyl-1H-pyrazol-4-yl)quinazolin-6-yl)methanol C(C)OC1=C(C=C2C(=NC=NC2=C1)C=1C(=NN(C1)CC)C1=CC=CC=C1)CO